C(C1=CC=CC=C1)(=O)O[C@H]1[C@H](O[C@H](C1)N1C=2N=C(NC(C2N=C1)=O)NC(C(C)C)=O)CO [(2R,3R,5R)-2-(hydroxymethyl)-5-[2-(2-methylpropanoylamino)-6-oxo-1H-purin-9-yl]tetrahydrofuran-3-yl] benzoate